N1C(=NC2=C1C=CC=C2)C=2C=C(C=CC2)NC2=NC=C(C=C2)C2=NC=CC=N2 N-(3-(1H-benzo[d]imidazol-2-yl)phenyl)-5-(pyrimidin-2-yl)pyridin-2-amine